FC(CN1N=CC(=C1)C=CC(=O)O)(F)F 3-[1-(2,2,2-trifluoroethyl)-1H-pyrazol-4-yl]prop-2-enoic acid